4,6-bis((R)-1-cyclopropylethyl)pyrimidin-5-amine C1(CC1)[C@@H](C)C1=NC=NC(=C1N)[C@H](C)C1CC1